COCCOC=1C(OC(=CC1NC1=CC=CC=C1)C(=O)O)=O 3-(2-methoxyethoxy)-2-oxo-4-(phenylamino)-2H-pyran-6-carboxylic acid